3-(2-methoxyphenoxy)-1-(thiophen-2-yl)-N,N-dimethylpropylamine hydrochloride Cl.COC1=C(OCCC(C=2SC=CC2)N(C)C)C=CC=C1